NCC1=CN=C(O1)C1=C2CN(C(C2=CC=C1)=O)C1C(NC(CC1)=O)=O 3-(4-(5-(Aminomethyl)oxazol-2-yl)-1-oxoisoindolin-2-yl)piperidine-2,6-dione